(1,3-thiazol-2-yl)methanone S1C(=NC=C1)C=O